tert-butyl (2R)-2-({6-[4-(tert-butoxycarbonyl)phenyl]-5-fluoropyridin-3-yl}carbamoyl)pyrrolidine-1-carboxylate C(C)(C)(C)OC(=O)C1=CC=C(C=C1)C1=C(C=C(C=N1)NC(=O)[C@@H]1N(CCC1)C(=O)OC(C)(C)C)F